tert-butyl 6-(6-(6-fluoropyridin-3-yl)-1H-benzo[d]imidazol-1-yl)indoline-1-carboxylate FC1=CC=C(C=N1)C=1C=CC2=C(N(C=N2)C2=CC=C3CCN(C3=C2)C(=O)OC(C)(C)C)C1